8-(4-(1-methyl-1H-pyrazol-4-yl)-1H-pyrrolo[2,3-b]pyridin-3-yl)-3,4-dihydrobenzo[f][1,4]oxazepin-5(2H)-one CN1N=CC(=C1)C1=C2C(=NC=C1)NC=C2C2=CC1=C(C(NCCO1)=O)C=C2